Methyl-thiazol-5-ylmethyl-amine dihydrochloride Cl.Cl.CNCC1=CN=CS1